FC(CCCCC)(F)OC1=NSN=C1C=1CN(CCC1)C(F)(F)F 3-((1,1-difluorohexyl)oxy)-4-(1-(trifluoromethyl)-1,2,5,6-tetrahydropyridin-3-yl)-1,2,5-thiadiazole